O=C1NC(CCC1N1C(N(C2=C1C=CC(=C2N2CCNCC2)C)C)=O)=O [1-(2,6-dioxo-3-piperidinyl)-3,5-dimethyl-2-oxo-benzimidazol-4-yl]Piperazine